trichloro-1,3-thiazole ClC1=C(N=C(S1)Cl)Cl